(E)-4-((tert-Butoxycarbonyl)(2-cyclopropyl-5-iodothiazol-4-yl)amino)but-2-enoic acid ethyl ester C(C)OC(\C=C\CN(C=1N=C(SC1I)C1CC1)C(=O)OC(C)(C)C)=O